BrC1=CC(=CC=2NC=NC21)C#N 4-bromo-1H-1,3-benzodiazole-6-carbonitrile